C1(CCCCC1)(C1(CCCCC1)O)O 1,1'-bicyclohexane-1,1'-diol